C(C)(C)(C)OC(NC(C(N1CCCC1)=O)C1=CC=C(C=C1)Cl)=O [1-(4-chlorophenyl)-2-oxo-2-(pyrrolidin-1-yl)ethyl]carbamic acid tert-butyl ester